FC=1C=C(C=C(C1OC1=C2C(=NC=C1)N(C=C2C2=CC=NN2C(C)C)COCC[Si](C)(C)C)F)NC(OC2=CC=CC=C2)=S O-phenyl {3,5-difluoro-4-[(3-[1-(propan-2-yl)-1H-pyrazol-5-yl]-1-{[2-(trimethylsilyl)ethoxy]methyl}-1H-pyrrolo[2,3-b]pyridin-4-yl)oxy]phenyl}carbamothioate